1,3-bis(4,5-dihydro-2-Azolyl)benzene (1-(3-chlorophenyl)cyclohexyl)(phenyl)methyl-(4-methyl-1-oxo-1-((1-oxo-3-(2-oxopyrrolidin-3-yl)propan-2-yl)amino)pentan-2-yl)carbamate ClC=1C=C(C=CC1)C1(CCCCC1)OC(N(C(C(NC(C=O)CC1C(NCC1)=O)=O)CC(C)C)CC1=CC=CC=C1)=O.N1C(=CCC1)C1=CC(=CC=C1)C=1NCCC1